[Cl-].[Cl-].C[Si](=[Zr+2](C1C(=CC2=C(C(=C(C=C12)C(C)(C)C)OC)C1=CC(=CC(=C1)C)C)C)C1C(=CC2=C(C(=C(C=C12)C(C)(C)C)OC)C1=CC(=CC(=C1)C)C)C(C)C)C syn-dimethylsilanediyl[2-iso-propyl-4-(3,5-dimethylphenyl)-5-methoxy-6-tert-butylinden-1-yl][2-methyl-4-(3,5-dimethylphenyl)-5-methoxy-6-tert-butylinden-1-yl]zirconium dichloride